2-Hydroxy-1,2-diphenylethan-1-one OC(C(=O)C1=CC=CC=C1)C1=CC=CC=C1